ClC1=C(C=CC=2N=C(OC21)C)C2=CC1=C(N=C(N=C1)NC1=CC=C(C=C1)N1CCN(CC1)CC)N1C2=NN=C1 6-(7-chloro-2-methylbenzo[d]oxazol-6-yl)-N-(4-(4-ethylpiperazin-1-yl)phenyl)[1,2,4]triazolo[4',3':1,6]pyrido[2,3-d]pyrimidin-2-amine